C1C[C@H]2C(=O)NC(=CN2C1)CC3=CNC4=CC=CC=C43 The molecule is a member of the class of indoles that is 1H-indole substituted by a [(8aS)-1-oxo-1,2,6,7,8,8a-hexahydropyrrolo[1,2-a]pyrazin-3-yl]methyl group at position 3. It is a member of indoles and a pyrrolopyrazine.